5-amino-3-(4-((5-fluoro-2-methoxybenzamido)methyl)phenyl)-1-(1,1,1-trifluoropropane-2-yl)-1H-pyrazole-4-carboxamide NC1=C(C(=NN1C(C(F)(F)F)C)C1=CC=C(C=C1)CNC(C1=C(C=CC(=C1)F)OC)=O)C(=O)N